C1=CC(=O)C(=O)C=C1C[C@@H](C(=O)[O-])[NH3+] The molecule is zwitterionic form of L-dopaquinone arising from transfer of a proton from the carboxy to the amino group; major species at pH 7.3. It is a tautomer of a L-dopaquinone.